ClC1=C(C=CC2=C1C(=N[C@H](C=1N2N=C(N1)S(=O)(=O)C)C)C1=C(C=CC=C1F)F)Cl (4S)-7,8-dichloro-6-(2,6-difluorophenyl)-4-methyl-2-methylsulfonyl-4H-[1,2,4]triazolo[1,5-a][1,4]benzodiazepine